ClC=1C=NC(=NC1)CC=1C(=NC(=NC1)COC)O 5-[(5-chloropyrimidin-2-yl)methyl]-2-(methoxymethyl)pyrimidin-4-ol